NC=1SC=2C=NC=C(C2N1)C(=O)NC=1C=NN(C1C1=C(C=CC(=C1)Cl)OC)COCC[Si](C)(C)C 2-amino-N-(5-(5-chloro-2-methoxyphenyl)-1-((2-(trimethylsilyl)ethoxy)methyl)-1H-pyrazol-4-yl)thiazolo[5,4-c]Pyridine-7-carboxamide